5-(4-(1-(4-(4-amino-3-(4-phenoxyphenyl)-1H-pyrazolo[3,4-d]pyrimidin-1-yl)cyclohexyl)azepin-3-yl)-piperazin-1-yl)-N-(2,6-dioxopiperidin-3-yl)picolinamide NC1=C2C(=NC=N1)N(N=C2C2=CC=C(C=C2)OC2=CC=CC=C2)C2CCC(CC2)N2C=C(C=CC=C2)N2CCN(CC2)C=2C=CC(=NC2)C(=O)NC2C(NC(CC2)=O)=O